CC([C@@H](C(=O)N1[C@@H](C[C@H](C1)O)C(=O)NC)N1N=NC(=C1)C=1C=C2C=CC=NC2=CC1)(C)C (2S,4r)-1-[(2S)-3,3-dimethyl-2-[4-(6-quinolinyl)triazol-1-yl]butyryl]-4-hydroxy-N-methyl-pyrrolidine-2-carboxamide